8-Hydroxy-10-oxo-3-oxaspiro[5.5]undec-8-ene-11-carboxylic acid ethyl ester C(C)OC(=O)C1C(C=C(CC12CCOCC2)O)=O